5,5,6,6,7,7-Hexamethyl-1,2-diphenyl-1,5,6,7-tetrahydroindeno[5,6-d]imidazol CC1(C(C(C2=CC=3N(C(=NC3C=C12)C1=CC=CC=C1)C1=CC=CC=C1)(C)C)(C)C)C